acetic acid 3-(2-(diisopropylamino) ethyl)-1H-indol-5-yl ester C(C)(C)N(CCC1=CNC2=CC=C(C=C12)OC(C)=O)C(C)C